3-amino-2,2-dimethyl-propan-1-ol NCC(CO)(C)C